COC([C@@H](N[C@@H](CCC)C(=O)OCC)C)=O N-[(S)-1-ethoxycarbonylbutyl]-(S)-alanine methyl ester